[N+](=O)([O-])NC(NCCC[C@@H](N)C(=O)O)=N Nω-nitro-D-arginine